N-[(S)-[7-[(R)-Cyclopropyl-(4,4,4-trifluorobutanoylamino)methyl]imidazo[1,2-b]pyridazin-2-yl]-(4,4-difluorocyclohexyl)methyl]-3-(trifluoromethyl)isoxazole-4-carboxamide C1(CC1)[C@H](C1=CC=2N(N=C1)C=C(N2)[C@@H](NC(=O)C=2C(=NOC2)C(F)(F)F)C2CCC(CC2)(F)F)NC(CCC(F)(F)F)=O